NC1=NC=CC=C1C1=NC=2C(=NC(=CC2)Cl)N1C1=CC=C(C=C1)CNCCC1=CC(=C(C=O)C=C1)O 4-{2-[({4-[2-(2-aminopyridin-3-yl)-5-chloroimidazo[4,5-b]pyridin-3-yl]phenyl}methyl)amino]ethyl}-2-hydroxybenzaldehyde